(S)-(-)-tert-butanesulfinamide CC(C)(C)[S@](=O)N